5-cyclopropyl-4-(((1-(4-(4,4,5,5-tetramethyl-1,3,2-dioxaborolan-2-yl)phenyl)piperidin-4-yl)oxy)methyl)-3-(2-(trifluoromethoxy)phenyl)isoxazole C1(CC1)C1=C(C(=NO1)C1=C(C=CC=C1)OC(F)(F)F)COC1CCN(CC1)C1=CC=C(C=C1)B1OC(C(O1)(C)C)(C)C